4,5-Dichloro-1,2-phenylenediamine ClC1=CC(=C(C=C1Cl)N)N